2-cyanobicyclo[3.1.0]Hexane-6-carboxamide C(#N)C1C2C(C2CC1)C(=O)N